[N+](=O)([O-])C1=C(C(=CC(=C1)[N+](=O)[O-])[N+](=O)[O-])S(=O)(=O)O 2,4,6-TrinitrobenzeneSulfonic Acid